[PH2](OC1=C(C=CC=C1)CCC(=O)O)=O.[K] potassium 2-carboxyethylphenyl phosphinate